diethylbenzylphenyldodecasiloxane C(C)[SiH](O[Si](C1=CC=CC=C1)(CC1=CC=CC=C1)CC)O[SiH2]O[SiH2]O[SiH2]O[SiH2]O[SiH2]O[SiH2]O[SiH2]O[SiH2]O[SiH2]O[SiH3]